2,2-Bis(3,5-dimethyl-4-hydroxyphenyl)propane 2,3,4,5-tetrahydro-1H-1-benzazepine-1-carboxylate N1(CCCCC2=C1C=CC=C2)C(=O)O.CC=2C=C(C=C(C2O)C)C(C)(C)C2=CC(=C(C(=C2)C)O)C